C1(=CC=CC=C1)N1CCC2=C1N=C(N=C2C2=CN=NC=C2)N2CCOCC2 4-(7-phenyl-4-(pyridazin-4-yl)-6,7-dihydro-5H-pyrrolo[2,3-d]pyrimidin-2-yl)morpholine